6-(4-((2S)-4-(3-oxo-4-(trifluoromethyl)-3,5,6,7-tetrahydro-2H-cyclopenta[c]pyridazin-7-yl)morpholin-2-carbonyl)piperazin-1-yl)nicotinonitrile O=C1C(=C2C(=NN1)C(CC2)N2C[C@H](OCC2)C(=O)N2CCN(CC2)C2=NC=C(C#N)C=C2)C(F)(F)F